(S)-1-(4-(7-chloroquinolin-4-yl)-2-(trifluoromethyl)phenoxy)-2,4-dimethyl-pentan-2-amine ClC1=CC=C2C(=CC=NC2=C1)C1=CC(=C(OC[C@](CC(C)C)(N)C)C=C1)C(F)(F)F